tert-butyl 4-((4-(2-methoxy-4-(4,4,5,5-tetramethyl-1,3,2-dioxaborolan-2-yl)phenoxy)piperidin-1-yl)methyl)piperidine-1-carboxylate COC1=C(OC2CCN(CC2)CC2CCN(CC2)C(=O)OC(C)(C)C)C=CC(=C1)B1OC(C(O1)(C)C)(C)C